2-(tert-butyl)-N-(2,3-difluoro-4-(6-(1-methyl-1H-pyrazol-4-yl)pyrazolo[1,5-a]pyrazin-4-yl)benzyl)-2H-1,2,3-triazole-4-carboxamide C(C)(C)(C)N1N=CC(=N1)C(=O)NCC1=C(C(=C(C=C1)C=1C=2N(C=C(N1)C=1C=NN(C1)C)N=CC2)F)F